OC(C)(C)C1=CC=C(C=C1)N1C(N([C@H](C1)C#N)C1=CN=CC2=CC=CC=C12)=O |r| Racemic-1-(4-(2-hydroxypropan-2-yl)phenyl)-3-(isoquinolin-4-yl)-2-oxoimidazoline-4-carbonitrile